1-(4-benzyl-3-oxo-3,4-dihydro-2H-benzo[b][1,4]oxazin-7-yl)-3-(indolin-6-yl)urea C(C1=CC=CC=C1)N1C2=C(OCC1=O)C=C(C=C2)NC(=O)NC2=CC=C1CCNC1=C2